O[C@H](CC(=O)O)CC1=C(C=C(C(=C1)F)F)F (S)-3-hydroxy-4-(2,4,5-trifluorophenyl)butanoic acid